2-fluoro-5-(3,4,5-trimethoxyphenethyl)aniline FC1=C(N)C=C(C=C1)CCC1=CC(=C(C(=C1)OC)OC)OC